COC1=C(CNC2=C3N=CN(C3=NC=N2)[C@H]2[C@@H](O)[C@H](O)[C@H](O2)CO)OC(=C1)OC 6-(3,5-dimethoxyfurfurylamino)-9-β-D-arabinofuranosylpurine